C(=O)C1=CC=C(C=C1)C1=CC(=CC(=C1)C1=CC=C(C=C1)C=O)C1=CC=C(C=C1)C=O 1,3,5-tri(4-formylphenyl)benzene